(S)-2-(1-amino-1,3-dihydro-spiro[inden-2,4'-piperidin]-1'-yl)-5-(3-(2-hydroxypyridin-4-yl)prop-1-yn-1-yl)-3-methylpyridin-4(3H)-one NC1C2=CC=CC=C2CC12CCN(CC2)C2=NC=C(C([C@H]2C)=O)C#CCC2=CC(=NC=C2)O